1-(tert-butyl)-N-(4-(6-(1-methyl-1H-pyrazol-4-yl)pyrazolo[1,5-a]pyrazin-4-yl)benzyl)-1H-pyrazole-3-carboxamide C(C)(C)(C)N1N=C(C=C1)C(=O)NCC1=CC=C(C=C1)C=1C=2N(C=C(N1)C=1C=NN(C1)C)N=CC2